N-ethyl-2-methyl-N-[[4-[5-(trifluoromethyl)-1,2,4-oxadiazol-3-yl]phenyl]methyl]propionamide C(C)N(C(C(C)C)=O)CC1=CC=C(C=C1)C1=NOC(=N1)C(F)(F)F